C(C)(C)(C)C=1C=C(CN(C(CN(S(=O)(=O)C2=C(C(=C(C(=C2F)F)F)F)F)CC2=C(C=CC=C2)F)=O)C2=C(C=C(C(=O)O)C=C2)NCCCCl)C=C(C1)C1CC1 4-(N-(3-(tert-butyl)-5-cyclopropylbenzyl)-2-(N-(2-fluorobenzyl)-(2,3,4,5,6-pentafluoro-phenyl)sulfonamido)acetamido)-3-((3-chloropropyl)amino)benzoic acid